6-amino-3-bromo-2-[4-(4-methyl-1,2,4-triazol-3-yl)piperidin-1-yl]benzonitrile NC1=CC=C(C(=C1C#N)N1CCC(CC1)C1=NN=CN1C)Br